isobutyl N,N-dipropylaminoacetate C(CC)N(CCC)CC(=O)OCC(C)C